C1C(CCC2CCC(CC12)O)O decahydro-2,7-naphthalenediol